1-(4-methoxybenzyl)-3-(6-(3-phenylpyrrolidine-1-carbonyl)spiro[3.3]heptan-2-yl)urea COC1=CC=C(CNC(=O)NC2CC3(C2)CC(C3)C(=O)N3CC(CC3)C3=CC=CC=C3)C=C1